tert-Butyl (1-(3-ethyl-7-((3-(4-nitrobenzamido)phenyl)amino)pyrazolo[1,5-a]pyrimidin-5-yl)piperidin-3-yl)carbamate C(C)C=1C=NN2C1N=C(C=C2NC2=CC(=CC=C2)NC(C2=CC=C(C=C2)[N+](=O)[O-])=O)N2CC(CCC2)NC(OC(C)(C)C)=O